7-bromo-6-iodo-imidazo[1,2-a]pyridine BrC1=CC=2N(C=C1I)C=CN2